C(=O)[C@@H]1N(C[C@H](C1)OC1=NC=CC=C1)C(=O)OCCCC butyl (2R,4S)-2-formyl-4-(pyridin-2-yloxy)pyrrolidine-1-carboxylate